C1(CCCCC1)NC(OC1=CC(=C(C=C1)OC)C=1C=NC=C(C1)C1=NN=NN1)=O 3-(5-(1H-tetrazol-5-yl)pyridin-3-yl)-4-methoxyphenyl cyclohexylcarbamate